(S)-1-(5-methyl-1-(methylsulfonyl)-1H-pyrrole-3-carbonyl)-N-(4-(3-(pyridin-4-yl)phenyl)thiazol-2-yl)azetidine-2-carboxamide CC1=CC(=CN1S(=O)(=O)C)C(=O)N1[C@@H](CC1)C(=O)NC=1SC=C(N1)C1=CC(=CC=C1)C1=CC=NC=C1